C(C)(C)(C)C1=NC(=NO1)C(=O)NCC1=C(C=C(C=C1)C1=NC=NN2C1=CC(=C2)C2=CC=C(C=C2)CCN2CCC(CC2)C2=CC=C(C=C2)C2C(NC(CC2)=O)=O)C 5-tert-butyl-N-[[4-[6-[4-[2-[4-[4-(2,6-dioxo-3-piperidyl)phenyl]-1-piperidyl]ethyl]phenyl]pyrrolo[2,1-f][1,2,4]triazin-4-yl]-2-methyl-phenyl]methyl]-1,2,4-oxadiazole-3-carboxamide